ClCC1=NN(C=C1[N+](=O)[O-])C1OCCCC1 3-(chloromethyl)-4-nitro-1-tetrahydropyran-2-yl-pyrazole